3,4,5-trimethoxy-N-phenyl-N-(3,4,5-trimethoxyphenyl)aniline COC=1C=C(N(C2=CC(=C(C(=C2)OC)OC)OC)C2=CC=CC=C2)C=C(C1OC)OC